4-(4-fluoro-2-(1-(4-isopropylphenyl)-5-(2-(trifluoromethyl)phenyl)-1H-pyrazol-3-yl)phenoxy)butanoic acid FC1=CC(=C(OCCCC(=O)O)C=C1)C1=NN(C(=C1)C1=C(C=CC=C1)C(F)(F)F)C1=CC=C(C=C1)C(C)C